C(C)(C)(C)OC([C@@H](NC(=O)OCC1C2=CC=CC=C2C2=CC=CC=C12)CCC(=O)O)=O N-Fmoc-L-glutamic acid-1-t-butyl ester